O[C@@H]1C[C@H](N(C1)C(=O)C(C(C)C)C1=CC(=NO1)OC1CCN(CC1)C(=O)OC(C)(C)C)C(N[C@@H](C)C1=CC=C(C=C1)C1=C(N=CS1)C)=O tert-butyl 4-[5-[1-[(2S,4R)-4-hydroxy-2-[[(1S)-1-[4-(4-methylthiazol-5-yl)phenyl]ethyl]carbamoyl]pyrrolidine-1-carbonyl]-2-methyl-propyl]isoxazol-3-yl]oxypiperidine-1-carboxylate